Methyl (Z)-3-((4-(2-((tert-butyldimethylsilyl)oxy)ethyl)phenyl)chloromethylene)-2-oxoindoline-5-carboxylate [Si](C)(C)(C(C)(C)C)OCCC1=CC=C(C=C1)/C(=C\1/C(NC2=CC=C(C=C12)C(=O)OC)=O)/Cl